3-(2,4-difluorophenyl)-5-methyl-pyrazol-4-ol FC1=C(C=CC(=C1)F)C1=NNC(=C1O)C